C1(=CC=CC=C1)C=CC(C=CC1=CC=CC=C1)=N 1,5-diphenylpenta-1,4-dien-3-imine